3-methylisoxazol-5-carboxylic acid CC1=NOC(=C1)C(=O)O